2-fluoro-N-(pyrimidin-4-yl)benzene-sulfonamide FC1=C(C=CC=C1)S(=O)(=O)NC1=NC=NC=C1